(S)-N-(3-(3-Chloro-2-(8-methoxy-2-((5-oxopyrrolidin-2-yl)methyl)-1,2,3,4-tetrahydroisoquinolin-6-yl)pyridin-4-yl)-2-methylphenyl)-5-(((2-hydroxyethyl)amino)methyl)picolinamide ClC=1C(=NC=CC1C=1C(=C(C=CC1)NC(C1=NC=C(C=C1)CNCCO)=O)C)C=1C=C2CCN(CC2=C(C1)OC)C[C@H]1NC(CC1)=O